C(C)(C)(C)OOC(CCCCC)OOC(C)(C)C di(tert-butyl-peroxy)hexane